FC1=NC=C(C=C1Br)[N+](=O)[O-] 2-Fluoro-3-bromo-5-nitropyridine